BrC1=CC=C(C=N1)C(C=CC1CC1)=O 1-(6-bromopyridin-3-yl)-3-cyclopropylprop-2-en-1-one